FC1=CC=C(OC2=CC=C(C(=O)NCC(=O)N3[C@H]4C[C@]4(C[C@H]3C(=O)O)COC)C=C2)C=C1 (1S,3S,5R)-2-((4-(4-fluorophenoxy)benzoyl)glycyl)-5-(methoxymethyl)-2-azabicyclo[3.1.0]hexane-3-carboxylic acid